CS(=O)(=O)C1=C(C=[N+](C=C1)[O-])NC=1C=C2N=CC=NC2=C(C1)C1=CC=C2C=CN(C2=C1)C 4-methanesulfonyl-3-{[8-(1-methyl-1H-indol-6-yl)quinoxalin-6-yl]amino}pyridin-1-ium-1-olate